C(=O)(O)[C@H](CCCCNC(C1=CC=C(C=C1)N1N=NC(=C1)CCCF)=O)N(C(N[C@H](C(=O)O)CCC(=O)O)=O)C (S)-2-(3-((S)-1-Carboxy-5-(4-(4-(3-fluoropropyl)-1H-1,2,3-triazol-1-yl)benzamido)pentyl)-3-methylureido)pentanedioic Acid